CN1CCN(CC1)C1C2=C(N(N=C2CCC1)C1=NC=CC=C1)O (4-methylpiperazin-1-yl)-2-pyridin-2-yl-4,5,6,7-tetrahydro-2H-indazol-3-ol